4-((4-fluorophenyl)ethynyl)-N-((tetrahydrofuran-2-yl)methyl)benzamide FC1=CC=C(C=C1)C#CC1=CC=C(C(=O)NCC2OCCC2)C=C1